2,2-di(4-methoxyphenyl)tetrahydro-1H-thiophen-1-ium triflate [O-]S(=O)(=O)C(F)(F)F.COC1=CC=C(C=C1)C1([SH+]CCC1)C1=CC=C(C=C1)OC